C(C)OC(=O)C1=NN2C(N=C(C=C2Cl)Cl)=C1C 5,7-dichloro-3-methylpyrazolo[1,5-a]pyrimidine-2-carboxylic acid ethyl ester